FC1=C(C(=O)N[C@H]2C[C@H](CCC2)NC2=CC(=NC3=CC=C(C=C23)F)C(F)(F)F)C(=CC=C1NS(=O)(=O)C(C)C)F 2,6-difluoro-N-[(1R,3S)-3-{[6-fluoro-2-(trifluoromethyl)quinolin-4-yl]amino}cyclohexyl]-3-(propane-2-sulfonamido)benzamide